C(C1=CC=CC=C1)OC=1C=CC2=C(S(CO2)(=O)=O)C1 5-benzyloxybenzo[d][1,3]oxathiolane 3,3-dioxide